1-(4-bromo-2-fluoro-phenyl)-2,2,2-trifluoro-ethanone BrC1=CC(=C(C=C1)C(C(F)(F)F)=O)F